OC1=C(C=C(C=2OC3=C(C(=C(C(=C3C(C2)=O)OC)OC)OC)OC)C=C1)OC 4'-hydroxy-5,6,7,8,3'-pentamethoxyflavone